C(#N)C=1C(=C(C(N)=S)C=CC1)OCC(C)C 3-cyanoisobutoxybenzothioamide